1-N-[4-[7-(1,5-dimethylpyrazol-3-yl)quinolin-4-yl]oxyphenyl]-1-N'-(4-fluorophenyl)cyclopropane-1,1-dicarboxamide CN1N=C(C=C1C)C1=CC=C2C(=CC=NC2=C1)OC1=CC=C(C=C1)NC(=O)C1(CC1)C(=O)NC1=CC=C(C=C1)F